p-anthracenyloxymethyl-styrene C1(=CC=CC2=CC3=CC=CC=C3C=C12)OCC1=CC=C(C=C)C=C1